2-(3-(benzyloxy)propyl)-1-(4-methoxybenzyl)-7-(1H-pyrazol-3-yl)-1H-imidazo[4,5-d]thieno[3,2-b]pyridin-4-amine C(C1=CC=CC=C1)OCCCC1=NC=2C(=C3C(=NC2N)C=C(S3)C3=NNC=C3)N1CC1=CC=C(C=C1)OC